(2S,3S)-2-amino-N-(2-(4-fluorobenzoyl)-4-methoxyphenyl)-3-methylpentanamide N[C@H](C(=O)NC1=C(C=C(C=C1)OC)C(C1=CC=C(C=C1)F)=O)[C@H](CC)C